tert-butyl 4-fluoro-6-methylisoindoline-2-carboxylate FC1=C2CN(CC2=CC(=C1)C)C(=O)OC(C)(C)C